FC1=C(C(=C(C(=C1F)F)F)F)C(=O)[O-] Perfluorophenyl-carboxylate